C(C)(C)(C)OC(=O)N(CCC(=O)O)C 3-[(tert-butoxycarbonyl)(methyl)amino]propionic acid